(S)-3-((3,5-dimethoxyphenyl)ethynyl)-1-(pyrrolidin-3-yl)-1H-pyrazole-4-carboxamide hydrochloride Cl.COC=1C=C(C=C(C1)OC)C#CC1=NN(C=C1C(=O)N)[C@@H]1CNCC1